CN1C(CN(CC1)C(=O)OC(C)(C)C)C(=O)OC 1-tert-butyl 3-methyl 4-methylpiperazine-1,3-dicarboxylate